(R)-pyrrolidone-3-carboxylic acid amide trifluoroacetate salt FC(C(=O)O)(F)F.N1C([C@H](CC1)C(=O)N)=O